OC[C@H]1N(CCNC1)C(=O)OC(C)(C)C (S)-tert-butyl 2-(hydroxymethyl)piperazine-1-carboxylate